C[C@H]1NCCCC1 |r| racemic-2-methylpiperidine